C(CCCCCCC)N1C(=NC2=C3C=CC=NC3=C3N=CC=CC3=C21)C2=CC=C(C=C2)C=2N(C=1C(=C3C=CC=NC3=C3N=CC=CC13)N2)CCCCCCCC 1,4-bis(1-octyl-1H-imidazo[4,5-f][1,10]phenanthroline-2-yl)benzene